NC1=C2C(=NC=N1)N(N=C2C2=CC=C(C=C2)NC(=O)C2=NN(C=C(C2=O)C2=NC=C(C=C2)Cl)C(C)C)C2COC2 N-(4-(4-Amino-1-(oxetan-3-yl)-1H-pyrazolo[3,4-d]pyrimidin-3-yl)phenyl)-5-(5-chloropyridin-2-yl)-1-isopropyl-4-oxo-1,4-dihydropyridazine-3-carboxamide